N-(6-((1H-pyrazol-1-yl)methyl)-4-methoxy-1H-indazol-3-yl)-2-fluorobenzenesulfonamide N1(N=CC=C1)CC1=CC(=C2C(=NNC2=C1)NS(=O)(=O)C1=C(C=CC=C1)F)OC